5-(3-bromo-7-carbamoyl-5,6-difluoro-2-methyl-1H-indol-4-yl)-3,6-dihydropyridine-1(2H)-carboxylic acid tert-butyl ester C(C)(C)(C)OC(=O)N1CCC=C(C1)C1=C2C(=C(NC2=C(C(=C1F)F)C(N)=O)C)Br